2,4-bis(trichloromethyl)-6-[3-bromo-4-[N,N-bis(ethoxycarbonylmethyl)amino]phenyl]-1,3,5-triazabenzene ClC(C1=NC(=NC(=N1)C(Cl)(Cl)Cl)C1=CC(=C(C=C1)N(CC(=O)OCC)CC(=O)OCC)Br)(Cl)Cl